C1(CC1)N(C1=C(C(=NC=N1)NC[C@@H]1[C@H](CN(CC1)CC(=O)N)O)F)CC=1C=NC(=NC1)C(F)(F)F |o1:12,13| rel-2-((3R,4R)-4-(((6-(cyclopropyl((2-(trifluoromethyl)pyrimidin-5-yl)methyl)amino)-5-fluoropyrimidin-4-yl)amino)methyl)-3-hydroxypiperidin-1-yl)acetamide